6-Amino-3-(4'-chloro-4-(hydroxymethyl)-1',2'-dihydrospiro[cyclohexane-1,3'-pyrrolo[2,3-b]pyridin]-5'-yl)-2-fluoro-N,N-dimethylbenzamide NC1=CC=C(C(=C1C(=O)N(C)C)F)C=1C(=C2C(=NC1)NCC21CCC(CC1)CO)Cl